CC1(COC2=CC(=CC=C2C1NC(O[C@@H]1CN2CCC1CC2)=O)C2=CC(=CC=C2)OC(F)(F)F)C (S)-quinuclidin-3-yl (3,3-dimethyl-7-(3-(trifluoromethoxy)phenyl)chroman-4-yl)carbamate